FC(C(=O)OC(C(F)(F)F)=O)(F)F 2,2,2-trifluoroacetic acid (2,2,2-trifluoro-1-oxoethyl) ester